(5-(cyclopent-1-en-1-yl)pyridin-2-yl)methanol C1(=CCCC1)C=1C=CC(=NC1)CO